(S)-5-(2,4-difluorophenoxy)-1-isobutyl-1H-indazole-6-carboxylic acid [3-dimethylamino-1-(2-hydroxyethyl-carbamoyl)propyl] amide CN(CC[C@@H](C(NCCO)=O)NC(=O)C1=C(C=C2C=NN(C2=C1)CC(C)C)OC1=C(C=C(C=C1)F)F)C